C(#N)C=1C=NN2C1C(=CC(=C2)C=2C=NN(C2C)C2CN(C2)[C@H]2CN(CC2)C(=O)OC(C)(C)C)O tert-butyl (R)-3-(3-(4-(3-cyano-4-hydroxypyrazolo[1,5-a]pyridin-6-yl)-5-methyl-1H-pyrazol-1-yl)azetidin-1-yl)pyrrolidine-1-carboxylate